COC(=O)C1CCC(CC1)N1C=NC=2C(=NC=CC21)N 4-(4-amino-1H-imidazo[4,5-c]pyridin-1-yl)cyclohexanecarboxylic acid methyl ester